tert-butyl(6-amino-8-(4,4-difluoropiperidin-1-yl)-1,7-naphthyridin-2-yl)carbamate C(C)(C)(C)OC(NC1=NC2=C(N=C(C=C2C=C1)N)N1CCC(CC1)(F)F)=O